FC1=C(C=CC=C1)C(C)(C)NC(CC1NCCC1)=O N-(2-(2-fluorophenyl)propan-2-yl)-2-(pyrrolidin-2-yl)acetamide